CN1C(NC(C=2N(C(=NC12)N1C[C@@H](CCC1)N)CC#CC)=O)=O 3-methyl-7-(2-butyn-1-yl)-8-((R)-3-amino-piperidin-1-yl)-xanthin